((E)-4-((Z)-6-carbamoyl-2-((4-ethyl-2-methyloxazole-5-carbonyl)imino)-4-methoxybenzo[d]Thiazol-3(2H)-yl)but-2-en-1-yl)carbamic acid tert-butyl ester C(C)(C)(C)OC(NC\C=C\CN1/C(/SC2=C1C(=CC(=C2)C(N)=O)OC)=N/C(=O)C2=C(N=C(O2)C)CC)=O